tert-butyl N-[[5-(dimethylcarbamoyl)-1-[(3-hydroxycyclobutyl)methyl]pyrazol-3-yl]methyl]carbamate CN(C(=O)C1=CC(=NN1CC1CC(C1)O)CNC(OC(C)(C)C)=O)C